1-(3-(2-(3-hydroxynaphthalen-1-yl)benzo[b]thiophen-6-yl)azetidin-1-yl)prop-2-en-1-one OC=1C=C(C2=CC=CC=C2C1)C1=CC2=C(S1)C=C(C=C2)C2CN(C2)C(C=C)=O